CC1=C(CNC(OC(C)(C)C)=O)C=CC(=C1)C1=NC(=NC=C1)NC=1C=NN(C1)C1CCN(CC1)C tert-Butyl 2-methyl-4-(2-((1-(1-methylpiperidin-4-yl)-1H-pyrazol-4-yl)amino)pyrimidin-4-yl)benzylcarbamate